OC1=CC(=NC=C1C(=O)NCC1CCC(CC1)C(F)(F)F)N1N=CC=C1 4-Hydroxy-6-(1H-pyrazol-1-yl)-N-((4-(trifluoromethyl)cyclohexyl)methyl)nicotinamide